NCCSCCC(CCC(C)N)N (2-(2-aminoethyl)thioethyl)pentane-1,4-diamine